C1(=CC=CC=C1)C[C@H](NC([C@@H](NC([C@@H](NC(C[NH+]1CCOCC1)=O)CCC1=CC=CC=C1)=O)CC(C)C)=O)C(N[C@@H](CC(C)C)C(=O)[C@@]1(OC1)C)=O 4-((4S,7S,10S,13S)-10-phenylmethyl-7-isobutyl-15-methyl-13-((R)-2-methyloxirane-2-Carbonyl)-2,5,8,11-tetraoxo-4-phenylethyl-3,6,9,12-tetraazahexadecyl)morpholin-4-ium